BrC=1C=CC(=C2C=C(N=CC12)Cl)C(CCO)C 3-(8-bromo-3-chloroisoquinolin-5-yl)butan-1-ol